C(OC(CCCCCC)(CCC)CCC)([O-])=O DIPROPYLHEPTYL CARBONATE